N=1C=NN2C1C=C(C=C2)OC2=CC(=C(C=C2C)NC2=NC=NC1=CC(=C(C=C21)NC(C=CC2N(CCC2)C)=O)OC)OC([2H])([2H])[2H] N-(4-((4-([1,2,4]triazolo[1,5-a]pyridin-7-yloxy)-2-(methoxy-d3)-5-methylphenyl)amino)-7-methoxyquinazolin-6-yl)-3-(1-methylpyrrolidin-2-yl)acrylamide